C(C)(C)(C)OC(=O)N[C@@H](CSCC(=O)OC)C methyl 2-{[(2R)-2-{[(tert-butoxy)carbonyl]amino}propyl]sulfanyl}acetate